tert-butyl octahydro-1H-pyrrolo[3,2-C]pyridine-1-carboxylate N1(CCC2CNCCC21)C(=O)OC(C)(C)C